(E)-2-(3-Cyano-4-isobutoxyphenyl)-4-methyl-N'-(4-nitrobenzylidene)thiazole-5-carbohydrazide C(#N)C=1C=C(C=CC1OCC(C)C)C=1SC(=C(N1)C)C(=O)N/N=C/C1=CC=C(C=C1)[N+](=O)[O-]